ethanediol C(CO)O